C(C1=CC=CC=C1)[C@](C(=O)NC=1C(=NC2=C(C=CC=C2C1)F)C)(CC(=C)Cl)C (2S)-2-benzyl-4-chloro-N-(8-fluoro-2-methyl-3-quinolyl)-2-methyl-pent-4-enamide